C12CCCC(CC1)N2 endo-8-azabicyclo[3.2.1]octane